C1(=CC=CC2=CC3=CC=CC=C3C=C12)S(=O)(=O)O.[Fr] Francium anthracenesulfonic acid